C([O-])([O-])=O.[Mn+2].[Zn+2].C([O-])([O-])=O zinc-manganese carbonate